F[C@@H]1CN(CC[C@@H]1NC1=C2C=C(N(C2=CC=C1)CC(F)(F)F)C1=NOC(=N1)CNC(=O)C1=CSC=C1)C N-{[3-(4-{[(3R,4S)-3-fluoro-1-methylpiperidin-4-yl]amino}-1-(2,2,2-trifluoroethyl)-1H-indol-2-yl)-1,2,4-oxadiazol-5-yl]methyl}thiophene-3-carboxamide